7,9-dibromo-2-(3-fluorophenyl)[1,2,4]triazolo[1,5-c]quinazolin BrC1=CC(=CC=2C=3N(C=NC12)N=C(N3)C3=CC(=CC=C3)F)Br